(4-Fluoro-piperidin-1-yl)-[3-(pyrazin-2-ylamino)-1-(2,2,2-trifluoro-ethyl)-1H-pyrazolo[4,3-c]pyridin-6-yl]-methanone FC1CCN(CC1)C(=O)C1=CC2=C(C=N1)C(=NN2CC(F)(F)F)NC2=NC=CN=C2